2,4-Difluoro-5-[6-(5-isobutyl-[1,3,4]oxadiazol-2-yl)-5-isopropyl-pyrrolo[2,1-f][1,2,4]triazin-4-ylamino]-N-methoxy-benzamide FC1=C(C(=O)NOC)C=C(C(=C1)F)NC1=NC=NN2C1=C(C(=C2)C=2OC(=NN2)CC(C)C)C(C)C